tert-butyl 4-[2-[[8-oxo-8-(4-pentylnonoxy)octyl]-(6-oxo-6-undecoxy-hexyl)amino] ethyl]piperazine-1-carboxylate O=C(CCCCCCCN(CCN1CCN(CC1)C(=O)OC(C)(C)C)CCCCCC(OCCCCCCCCCCC)=O)OCCCC(CCCCC)CCCCC